(R)-8-(4-(4-chlorophenyl)thiazol-2-yl)-9-oxooctahydro-2H-pyrazino[1,2-a]pyrazine-2-carbonitrile ClC1=CC=C(C=C1)C=1N=C(SC1)N1C([C@@H]2N(CCN(C2)C#N)CC1)=O